C(N)(OCC(OC1=C(C=C(C=C1)F)C=O)C(C)(C)C)=O (tert-butyl 2-(4-fluoro-2-formylphenoxy) ethyl) carbamate